[Li].[Li].CC1=C(C2=CC=CC=C2C=C1)C1=C(C=CC2=CC=CC=C12)C (R)-2,2'-dimethyl-1,1'-binaphthyl Dilithium salt